benzyl 2-methyl 2-(2-(oxiran-2-yl)ethyl)pyrrolidine-1,2-dicarboxylate O1C(C1)CCC1(N(CCC1)C(=O)OCC1=CC=CC=C1)C(=O)OC